N-(3-amino-4-(2-chloro-5-fluorophenoxy)-7-ethynyl-1-methyl-1H-indazol-5-yl)-3-fluoro-5-(trifluoromethyl)benzamide NC1=NN(C2=C(C=C(C(=C12)OC1=C(C=CC(=C1)F)Cl)NC(C1=CC(=CC(=C1)C(F)(F)F)F)=O)C#C)C